CN1C(=C2OCC3C(NS(C2=C1)(=O)=O)CN(C3)C(=O)OC(C)(C)C)C(NC3=CC(=C(C(=C3)F)F)F)=O tert-butyl 7-methyl-8-((3,4,5-trifluorophenyl)carbamoyl)-3a,4,10,10a-tetrahydro-1H,7H-dipyrrolo[3,4-b:3',4'-f][1,4,5]oxathiazocine-2(3H)-carboxylate 5,5-dioxide